C(OC=1C2=C(C=3[C@@H](CN(C3C1)C(=O)C=1NC3=C(C(=C(C=C3C1)OC)OC)OC)CCl)C=CC=C2)(OC2=CC=C(C=C2)[N+](=O)[O-])=O (S)-1-(chloromethyl)-3-(5,6,7-trimethoxy-1H-indole-2-carbonyl)-2,3-dihydro-1H-benzo[e]indol-5-yl (4-nitrophenyl) carbonate